N[C@H]1[C@@H]2N(C[C@H]1CC2)C(=O)C2=CC1=C(N(C(=N1)C=1N(C3=CC(=CC=C3C1)N1C(CNCC1)=O)CC1CC1)C)C(=C2)OC 1-(2-{5-[(1R,4R,7R)-7-amino-2-azabicyclo[2.2.1]heptane-2-carbonyl]-7-methoxy-1-methyl-1H-1,3-benzodiazol-2-yl}-1-(cyclopropylmethyl)-1H-indol-6-yl)piperazin-2-one